BrC1=CC(=NC=C1)C(=O)OC Methyl 4-bromopyridine-2-carboxylate